6-(4-((1H-indazol-5-yl)amino)-pyrimidin-2-yl)-N-(1-hydroxypropan-2-yl)-1H-indole-2-carboxamide N1N=CC2=CC(=CC=C12)NC1=NC(=NC=C1)C1=CC=C2C=C(NC2=C1)C(=O)NC(CO)C